ClC=1C=C(C=CC1Cl)[C@@]1([C@@H](C1)C=O)C(=O)OC Methyl (1R,2R)-1-(3,4-dichlorophenyl)-2-formylcyclopropane-1-carboxylate